FC(C=1C(=CC(=C(C1)NC=1C=C(C=C2CCNCC12)C=1C=CC(N(C1)C)=O)F)C=1C=NN(C1)C)F 5-(8-((5-(difluoromethyl)-2-fluoro-4-(1-methyl-1H-pyrazol-4-yl)phenyl)amino)-1,2,3,4-tetrahydroisoquinolin-6-yl)-1-methylpyridin-2(1H)-one